[4-[2,3-difluoro-4-(4-pentylcyclohexyl)phenoxy]-3,5-dimethyl-phenyl]phosphonic acid FC1=C(OC2=C(C=C(C=C2C)P(O)(O)=O)C)C=CC(=C1F)C1CCC(CC1)CCCCC